ClC1=C2C(=NC(=N1)Cl)N(N=C2)C2OCCCC2 4,6-dichloro-1-tetrahydropyran-2-yl-pyrazolo[3,4-d]pyrimidine